NCCOCCN1C(=NC=2C(=NC=3C=CC=CC3C21)NC(OCC2=CC=C(C=C2)NC([C@@H](CCCNC(=O)N)NC([C@@H](C(C)C)NC(CON)=O)=O)=O)=O)CCCC 4-((R)-2-((R)-2-(2-(aminooxy)acetamido)-3-methylbutanamido)-5-ureidopentanamido)benzyl 1-(2-(2-aminoethoxy)ethyl)-2-butyl-1H-imidazo[4,5-c]quinolin-4-ylcarbamate